3-(1-Acetyl-4-methoxypiperidin-4-yl)-5-(((R)-1-(3-(difluoromethyl)-2-fluorophenyl)ethyl)amino)-1,7-dimethyl-8-(((R)-1-methylpyrrolidin-2-yl)methoxy)-1,6-naphthyridin-2(1H)-one C(C)(=O)N1CCC(CC1)(OC)C=1C(N(C2=C(C(=NC(=C2C1)N[C@H](C)C1=C(C(=CC=C1)C(F)F)F)C)OC[C@@H]1N(CCC1)C)C)=O